2-Amino-4-(6-chloro-8-fluoro-2-(((2R,7aS)-2-fluorotetrahydro-1H-pyrrolizin-7a(5H)-yl)methoxy)-4-(4-oxoazepan-1-yl)quinazolin-7-yl)-7-fluorobenzo[b]thiophene-3-carbonitrile NC1=C(C2=C(S1)C(=CC=C2C2=C(C=C1C(=NC(=NC1=C2F)OC[C@]21CCCN1C[C@@H](C2)F)N2CCC(CCC2)=O)Cl)F)C#N